(R)-N-Boc-3-(5-oxo-4,5-dihydro-1,2,4-oxadiazol-3-yl)morpholine C(=O)(OC(C)(C)C)N1[C@@H](COCC1)C1=NOC(N1)=O